1-(3-furylmethyl)-6-(4-methoxy-5H-pyrrolo[3,2-d]pyrimidin-5-yl)-2-methyl-1H-imidazo[4,5-b]pyridine O1C=C(C=C1)CN1C(=NC2=NC=C(C=C21)N2C=CC=1N=CN=C(C12)OC)C